O=C(C(CC1CCOCC1)NC(C(=O)NC1=C(C=CC=C1)C)=O)N[C@@H](C[C@H]1C(NCC1)=O)C(COC(F)(F)F)=O N1-(1-oxo-1-(((S)-3-oxo-1-((S)-2-oxopyrrolidin-3-yl)-4-(trifluoromethoxy)butan-2-yl)amino)-3-(tetrahydro-2H-pyran-4-yl)propan-2-yl)-N2-(o-tolyl)oxalamide